C(C)C(C(=O)O)CCCCCCCCCCCCCC.C(CCCCCCCCCCCCCCC)(=O)OCC ethyl hexadecanoate (ethyl palmitate)